FC=1C(=C(C=CC1F)[C@H]1[C@@H](O[C@@]([C@@H]1CC)(C(F)(F)F)C)C(=O)NC1=CC(=NC=C1)C(=O)N)OC (2R,3S,4R,5S)-4-[[3-(3,4-Difluoro-2-methoxy-phenyl)-4-ethyl-5-methyl-5-(trifluoromethyl)tetrahydrofuran-2-carbonyl]amino]pyridin-2-carboxamid